(1r,5r,6r,13s,21r)-5,13-bis(3,4-dihydroxyphenyl)-4,12,14-trioxapentacyclo[11.7.1.02,11.03,8.015,20]heneicosane OC=1C=C(C=CC1O)[C@@H]1OC2C3[C@H]4C5CCCCC5O[C@](OC3CCC2CC1)(C4)C4=CC(=C(C=C4)O)O